N[C@@H]1[C@@H](CO[C@H](C1)C(=O)N1[C@H](C2=CC=CC=C2CC1)C1=CC=C(C=C1)F)NC(C)=O N-((3S,4S,6r)-4-amino-6-((S)-1-(4-fluorophenyl)-1,2,3,4-tetrahydroisoquinoline-2-carbonyl)tetrahydro-2H-pyran-3-yl)acetamide